C1CCC2=C(C=3CCCC3C=C12)NC(=O)NS(=O)(=O)C1=CC(=C(C=C1)CCCB1O[C@@]2([C@H](O1)C[C@H]1C([C@@H]2C1)(C)C)C)O N-((1,2,3,5,6,7-hexahydro-s-indacen-4-yl)carbamoyl)-3-hydroxy-4-(3-((3aS,4S,6S,7aR)-3a,5,5-trimethylhexahydro-4,6-methanobenzo[d][1,3,2]dioxaborol-2-yl)propyl)benzenesulfonamide